(((1R,3s,5S)-8-((4-(difluoromethoxy)phenyl)sulfonyl)-8-azabicyclo[3.2.1]oct-3-yl)amino)-2-methylpropan-2-ol FC(OC1=CC=C(C=C1)S(=O)(=O)N1[C@H]2CC(C[C@@H]1CC2)NCC(C)(O)C)F